5-(3-Cyanophenyl)-N-(3-(morpholinomethyl)-1,2,4-thiadiazol-5-yl)thiophene-3-carboxamide C(#N)C=1C=C(C=CC1)C1=CC(=CS1)C(=O)NC1=NC(=NS1)CN1CCOCC1